D-N-methylthreonine CN[C@@H]([C@H](O)C)C(=O)O